CN(C1=CC=C(C=C1)[C@H](C)C1=C(C=CC2=C1NC(=NS2(=O)=O)NCC2=CC(=CC=C2)F)F)C (S)-5-(1-(4-(dimethylamino)phenyl)ethyl)-6-fluoro-3-((3-fluorobenzyl)amino)-4H-benzo[e][1,2,4]thiadiazine 1,1-dioxide